2-(t-butyl) 3-methyl (3S,5S)-6-oxo-8-phenyl-2,7-diazaspiro[4.4]nonane-2,3-dicarboxylate O=C1[C@]2(C[C@H](N(C2)C(=O)OC(C)(C)C)C(=O)OC)CC(N1)C1=CC=CC=C1